CSC=1C=C(C(=O)O)C=C(C1)SC 3,5-bis(methyl-mercapto)benzoic acid